C(C1=CC=CC=C1)OC1=C(C=C(C=C1F)B(O)O)F 4-benzyloxy-3,5-difluorophenylboronic acid